6-ethyl-1,3,5-triazin-2-amine C(C)C1=NC=NC(=N1)N